N,N'-bis(hydroxyethyl) ethylenediamine tert-butyl (R)-3-((S)-1-(tert-butoxy)-3-(3-formyl-5-methoxyphenyl)-1-oxopropane-2-yl)pyrrolidine-1-carboxylate C(C)(C)(C)OC([C@@H](CC1=CC(=CC(=C1)OC)C=O)[C@@H]1CN(CC1)C(=O)OC(C)(C)C)=O.OCCNCCNCCO